C(C)(C)(C)OC(=O)N1C[C@@H](N(CC1)C=1C2=C(N=CN1)NC=C2Br)C (S)-4-(5-bromo-7H-pyrrolo[2,3-d]pyrimidin-4-yl)-3-methylpiperazine-1-carboxylic acid tert-butyl ester